FC(C(F)(F)[SH2+])CCC(F)(F)F hexafluoropentylsulfonium